5-((1S,5R)-1-(5-((1R,4S)-4-aminocyclohexyl)-1,3,4-oxadiazol-2-yl)-5-(trifluoromethyl)-3-azabicyclo[3.1.0]hexan-3-yl)quinoline-8-carbonitrile NC1CCC(CC1)C1=NN=C(O1)[C@@]12CN(C[C@]2(C1)C(F)(F)F)C1=C2C=CC=NC2=C(C=C1)C#N